2-[[3-[2-(8-chloro-4-oxo-chromen-2-yl)-5-(trifluoromethyl)phenoxy]-2-hydroxy-propyl]amino]-2-oxo-acetic acid ClC=1C=CC=C2C(C=C(OC12)C1=C(OCC(CNC(C(=O)O)=O)O)C=C(C=C1)C(F)(F)F)=O